C(CCCC)C(CCCC(=O)O)CCCCC 5-amyl-decanoic acid